1,2-dimethylimidazole-4-carbaldehyde CN1C(=NC(=C1)C=O)C